NC=1C=C(C(=NC1)C)NC1=NN(C2=NC(=NC=C21)NC=2N=CN(C2)C)C N3-(5-amino-2-methylpyridin-3-yl)-1-methyl-N6-(1-methyl-1H-imidazol-4-yl)-1H-pyrazolo[3,4-d]pyrimidine-3,6-diamine